COC(\C=C\CC[C@@H](C(=O)NC=1C(N(C=CC1)CC(=O)NC1C2CC3CC(CC1C3)C2)=O)NC(=O)C=2N=NNC2)=O (S,E)-Methyl-7-(1-(2-(2-adamantylamino)-2-oxoethyl)-2-oxo-1,2-dihydropyridin-3-ylamino)-7-oxo-6-(1H-1,2,3-triazol-4-carboxamido)hept-2-enoat